C(CCC)OS(=O)(=O)C(F)(F)F.C12(CC3CC(CC(C1)C3)C2)C(=O)O adamantanecarboxylic acid butyl-triflate